O1[C@H](COCC1)C(=O)N1[C@@H]([C@H]2C([C@H]2C1)(C)C)C(=O)N[C@@H](C[C@H]1C(NCC1)=O)C(COC(F)(F)F)=O (1R,2S,5S)-3-((R)-1,4-dioxane-2-carbonyl)-6,6-dimethyl-N-((S)-3-oxo-1-((S)-2-oxopyrrolidin-3-yl)-4-(trifluoromethoxy)butan-2-yl)-3-azabicyclo[3.1.0]-hexane-2-carboxamide